C1(CC1)N1C(CCC1=O)C(=O)NC1=CC(=CC=2OCOC21)OC2=NC=C(C=C2)C(F)(F)F 1-cyclopropyl-5-oxo-N-(6-((5-(trifluoromethyl)pyridin-2-yl)oxy)benzo[d][1,3]dioxol-4-yl)pyrrolidine-2-carboxamide